COC=1C=C2C3(C(N(C2=CC1)C(=O)O)=O)CC3.FC(C=3C=C(C=CC3)C=3C=C1C(=NC3)C=NN1)(F)F 6-(3-(trifluoromethyl)phenyl)-1H-pyrazolo[4,3-b]pyridine 5'-methoxy-2'-oxospiro[cyclopropane-1,3'-indoline]-1'-carboxylate